4-(3-chlorobenzyl)-3-(4-nitro-1,2,5-oxadiazol-3-yl)-1,2,4-oxadiazol-5(4H)-one ClC=1C=C(CN2C(=NOC2=O)C2=NON=C2[N+](=O)[O-])C=CC1